N-lauroyl-isoleucine C(CCCCCCCCCCC)(=O)N[C@@H]([C@@H](C)CC)C(=O)O